2-cyanoethyl (1-(2-nitrophenyl) eicosyl) diisopropylphosphoramidate C(C)(C)N(P(OCCC#N)(OC(CCCCCCCCCCCCCCCCCCC)C1=C(C=CC=C1)[N+](=O)[O-])=O)C(C)C